Acetyl-beta-D-glucosamine CC(=O)[C@@]1([C@@H]([C@H]([C@@H]([C@H](O1)CO)O)O)N)O